C12CNCC(N1C=1N=C(C3=C(N1)CN(CC3)C)NC=3C=C1C=NNC1=CC3)C2 2-(3,6-diazabicyclo[3.1.1]hept-6-yl)-N-(1H-indazol-5-yl)-7-methyl-5,6,7,8-tetrahydropyrido[3,4-d]pyrimidin-4-amine